S(N)(OC[C@]12OC(O[C@H]1C1OC(O[C@@H]1CO2)(C)C)(C)C)(=O)=O [(2S,6S,9R)-4,4,11,11-tetramethyl-3,5,7,10,12-pentaoxatricyclo[7.3.0.02,6]dodecan-6-yl]methyl sulfamate